C1(=CC=CC=C1)C(C1C(O1)C1=CC=C(C=C1)Cl)=O 1-phenyl-3-(4-chlorophenyl)-2,3-epoxy-1-propanone